C(C)(C)(C)C1=CC(=C(C=C1)C1=CC(=C(C(=N1)C)C(C)(C)O)OCC1=CC=C(C=C1)OC)C 2-[6-(4-tert-butyl-2-methyl-phenyl)-4-[(4-methoxyphenyl)methoxy]-2-methyl-3-pyridyl]propan-2-ol